Tetradecanoic acid, 2-methylpropyl ester C(CCCCCCCCCCCCC)(=O)OCC(C)C